ClC1=NC2=CC=CC=C2C(=N1)NC1=C(C=CC=C1)S(=O)(=O)C(C)C 2-chloro-N-(2-(isopropylsulfonyl)phenyl)quinazolin-4-amine